7-Bromo-1-(2-chloro-5-fluorophenyl)-2-[(4-methoxyphenyl)methyl]-3-oxo-2,3-dihydro-1H-isoindole-5-carboxylic acid BrC=1C=C(C=C2C(N(C(C12)C1=C(C=CC(=C1)F)Cl)CC1=CC=C(C=C1)OC)=O)C(=O)O